CC1(CC2=C(C(=C3N2CCNC3=O)C)C1)C 7,7,9-trimethyl-3,4,7,8-tetrahydro-2H-cyclopenta[4,5]pyrrolo[1,2-a]pyrazin-1(6H)-one